ClC=1C=C2C=C(NC2=CC1)C(=O)N[C@H](C(=O)O)CC1CCCCC1 (S)-2-(5-chloro-1H-indole-2-carboxamido)-3-cyclohexylpropanoic acid